2,2,6,6-tetramethyl-2,6-disila-1-azacyclohexane C[Si]1(N[Si](CCC1)(C)C)C